Pyrrolidine-1-carboxylic acid 9H-fluoren-9-ylmethyl ester C1=CC=CC=2C3=CC=CC=C3C(C12)COC(=O)N1CCCC1